N4-phenyl-6-(4-(trifluoromethyl)pyridin-2-yl)-1,3,5-triazine-2,4-diamine C1(=CC=CC=C1)NC1=NC(=NC(=N1)C1=NC=CC(=C1)C(F)(F)F)N